4-((4-amino-3-methoxyphenyl)amino)adamantan NC1=C(C=C(C=C1)NC1C2CC3CC(CC1C3)C2)OC